S(=O)(=O)(O)[Na].C(C=1C(C(=O)OCCO)=CC=CC1)(=O)OCCO bis(2-hydroxyethyl) phthalate sulfosodium salt